F[B-](F)(F)F.C(=O)(O)C1=CC=C([NH+]=C2N(CCN2C(C)(C)C)C(C)(C)C)C=C1 4-carboxy-N-(1,3-di-tert-butylimidazolin-2-ylidene)anilinium tetrafluoroborate